BrC=1C=CC(=C2C=C(N=CC12)Cl)C(C)CCO[Si](C)(C)C(C)(C)C 8-bromo-5-(4-((tert-butyldimethylsilyl)oxy)butan-2-yl)-3-chloroisoquinoline